N,N-DIMETHYLFORMAMIDE CN(C=O)C